methoxy-3,7-dimethyloctanal COC(C=O)C(CCCC(C)C)C